3-(chlorosulfonyl)-4-methoxybenzoic acid ClS(=O)(=O)C=1C=C(C(=O)O)C=CC1OC